FC1=CC=C(C=C1)C(CCCN1CCC(CC1)N1C(NC2=C1C=CC=C2)=O)C2=CC=C(C=C2)F 1-[1-[4,4-bis(4-fluorophenyl)butyl]-4-piperidinyl]-1,3-dihydro-2H-benzimidazole-2-one